NC=1C(=NC=CC1)C=O 3-Aminopyridine-2-carboxaldehyde